3-[(2,3-dihydrothieno[3,4-b]-[1,4]dioxin-2-yl)methoxy]-1-isopentyl-1-propanesulfonic acid sodium salt [Na+].O1C=2C(OCC1COCCC(S(=O)(=O)[O-])CCC(C)C)=CSC2